(7R,14R)-1-(difluoromethoxy)-11-(3-hydroxy-3-methyl-2,3-dihydrofuro[3,2-b]pyridin-6-yl)-6-(methyl-d3)-6,7-dihydro-7,14-methanobenzo[f]benzo[4,5]imidazo[1,2-a][1,4]diazocin-5(14H)-one FC(OC1=CC=CC=2C(N([C@H]3C=4N([C@@H](C21)C3)C3=C(N4)C=CC(=C3)C=3C=C4C(=NC3)C(CO4)(C)O)C([2H])([2H])[2H])=O)F